ClC=1C=NN(C(C1Cl)=O)CC(=O)NC1=CC(=C(C(=C1)S(=O)(=O)N1CCN(CCC1)C)C)C 2-(4,5-Dichloro-6-oxopyridazin-1(6H)-yl)-N-(3,4-dimethyl-5-((4-methyl-1,4-diazepan-1-yl)sulfonyl)phenyl)acetamide